(6-chloro-4-pyridinyl)alanine ClC1=CC(=CC=N1)N[C@@H](C)C(=O)O